dimyristoyl-SN-glycerol C(CCCCCCCCCCCCC)(=O)C([C@@H](C(O)C(CCCCCCCCCCCCC)=O)O)O